ClC1=CC=C(CC2CN(C2)S(=O)(=O)N2C[C@H](CCC2)C(=O)N2[C@H](CCC2)C(=O)NCC2=CC=C(C=C2)C(F)(F)F)C=C1 1-(((3S)-1-((3-(4-chlorobenzyl)-1-azetidinyl)sulfonyl)-3-piperidinyl)carbonyl)-N-(4-(trifluoromethyl)benzyl)-D-prolinamide